FC=1C=C(OCCCC(=O)O)C=C(C1)F 4-(3,5-difluorophenoxy)butyric acid